N1=CNC=2C=NC=C(C21)N2C(NC1(CC(C1)C1=CC=CC=C1)C2=O)=O 7-{3H-imidazo[4,5-c]pyridin-7-yl}-2-phenyl-5,7-diazaspiro[3.4]octane-6,8-dione